FC=1C=C(C=NC1)C1CCN2N1C(C(C2)(CC(F)(F)F)C)=O 3-(5-fluoro-3-pyridyl)-6-methyl-6-(2,2,2-trifluoroethyl)-1,2,3,7-tetrahydropyrazolo[1,2-a]pyrazol-5-one